Sodium bis(trimethyl-silyl)amide C[Si](C)(C)[N-][Si](C)(C)C.[Na+]